ethyl (S)-3-amino-3-(4-fluoro-2',4',6'-trimethyl-5-(trifluoromethyl)-[1,1'-biphenyl]-3-yl)propanoate N[C@@H](CC(=O)OCC)C=1C=C(C=C(C1F)C(F)(F)F)C1=C(C=C(C=C1C)C)C